1-(6-chloropyridazin-3-yl)-N-[1-(fluoromethyl)cyclopropyl]pyrrolidin-3-amine ClC1=CC=C(N=N1)N1CC(CC1)NC1(CC1)CF